OC1=CC=C(C=C1)C1=CC(=NO1)C1=C(C(=C(C=C1OC)O)CC=C(C)C)O 4-(5-(4-hydroxyphenyl)isoxazol-3-yl)-5-methoxy-2-(3-methylbut-2-en-1-yl)benzene-1,3-diol